N1=C(C=CC=C1)CCOC1=C2N=C(N(C2=NC(=N1)Cl)/N=C/C=1C=C(C=CC1)C)C (E)-N-(6-(2-(pyridin-2-yl)ethoxy)-2-chloro-8-methyl-9H-purin-9-yl)(m-tolyl)methanimine